NC1=C2C(=NC=N1)N(N=C2C2=NOC(=C2C2=NC=CC=C2)C2CC2)C2CC(C2)C(=O)O (1r,3r)-3-(4-amino-3-(5-cyclopropyl-4-(pyridin-2-yl)isoxazol-3-yl)-1H-pyrazolo[3,4-d]pyrimidin-1-yl)cyclobutane-1-carboxylic acid